[Br-].C[N+]1(CCCC1)CCCC 1-methyl-1-butyl-pyrrolidinium bromide